(R)-N-(2-(4-ethyl-4,5-dihydrooxazol-2-yl)phenyl)-[1,2,4]triazolo[4,3-a]pyridine-8-carboxamide C(C)[C@H]1N=C(OC1)C1=C(C=CC=C1)NC(=O)C=1C=2N(C=CC1)C=NN2